3-[5-(4-aminobutyl)-3-methyl-2-oxo-benzimidazol-1-yl]piperidine-2,6-dione NCCCCC1=CC2=C(N(C(N2C)=O)C2C(NC(CC2)=O)=O)C=C1